(2S,5R,6R)-3,3-dimethyl-6-amino-7-oxo-4-thia-1-azabicyclo[3.2.0]heptane-2-carboxylic acid CC1([C@@H](N2C([C@H]([C@H]2S1)N)=O)C(=O)O)C